ClC=1C=C2C=NNC2=C(C1)N 5-chloro-1H-indazol-7-amine